CC1=NC=C(N=C1)CCC 2-methyl-5-propylpyrazine